1-(4-(10-(naphthalene-2-yl)anthracene-9-yl)phenyl)-2-phenyl-1H-benzo[d]imidazole C1=C(C=CC2=CC=CC=C12)C1=C2C=CC=CC2=C(C2=CC=CC=C12)C1=CC=C(C=C1)N1C(=NC2=C1C=CC=C2)C2=CC=CC=C2